2-(6-{5-chloro-2-[(oxan-4-yl)amino]pyrimidin-4-yl}-1-oxo-2,3-dihydro-1H-isoindol-2-yl)-N-[(1S,2S)-2-hydroxy-1-phenylpropyl]acetamide ClC=1C(=NC(=NC1)NC1CCOCC1)C1=CC=C2CN(C(C2=C1)=O)CC(=O)N[C@H]([C@H](C)O)C1=CC=CC=C1